4-(3-fluoro-4-(7-hydroxyhept-1,3-diyn-1-yl)phenyl)-3,6-dihydropyridine-1(2H)-carboxylic acid tert-butyl ester C(C)(C)(C)OC(=O)N1CCC(=CC1)C1=CC(=C(C=C1)C#CC#CCCCO)F